(E)-N-(3-(4-(3,5-dimethoxystyryl)phenoxy)propyl)-4-fluoroaniline COC=1C=C(/C=C/C2=CC=C(OCCCNC3=CC=C(C=C3)F)C=C2)C=C(C1)OC